C(C)(C)(C)NC(=O)C1=CC2=C(S1)CC(C2)(C)C N-tert-Butyl-5,5-dimethyl-5,6-dihydro-4H-cyclopenta[b]thiophene-2-carboxamide